bis(4-(anthracene-9-yl)phenyl)(phenyl)phosphine oxide C1=CC=CC2=CC3=CC=CC=C3C(=C12)C1=CC=C(C=C1)P(C1=CC=CC=C1)(C1=CC=C(C=C1)C=1C2=CC=CC=C2C=C2C=CC=CC12)=O